FC1(C(CNC1)NC1=NC(=CC=C1)C1=CN=C2N1N=C(C=C2)C=2C=NN(C2)C)F N-(4,4-difluoropyrrolidin-3-yl)-6-(6-(1-methyl-1H-pyrazol-4-yl)imidazo[1,2-b]pyridazin-3-yl)pyridin-2-amine